1-phenyl-4-(4-vinylbenzyl)piperazine C1(=CC=CC=C1)N1CCN(CC1)CC1=CC=C(C=C1)C=C